[N+](=O)([O-])\C=C/C1=CNC2=C(C=CC=C12)C(=O)OC methyl (Z)-3-(2-nitrovinyl)-1H-indole-7-carboxylate